The molecule is a 3-oxo-fatty acyl-CoA(4-) arising from deprotonation of the phosphate and diphosphate functions of (23Z,26Z,29Z,32Z)-3-oxooctatriacontatetraenoyl-CoA. It is a 3-oxo-fatty acyl-CoA(4-), an 11,12-saturated fatty acyl-CoA(4-) and an ultra-long-chain 3-oxoacyl-CoA(4-). It is a conjugate base of a (23Z,26Z,29Z,32Z)-3-oxooctatriacontatetraenoyl-CoA. CCCCC/C=C\\C/C=C\\C/C=C\\C/C=C\\CCCCCCCCCCCCCCCCCCCC(=O)CC(=O)SCCNC(=O)CCNC(=O)[C@@H](C(C)(C)COP(=O)([O-])OP(=O)([O-])OC[C@@H]1[C@H]([C@H]([C@@H](O1)N2C=NC3=C(N=CN=C32)N)O)OP(=O)([O-])[O-])O